CN1N=CC(=C1)C1(CC1)N 1-(1-methyl-1H-pyrazol-4-yl)cyclopropanamine